C[C@@H](C(=O)N[C@](C)(C#N)C(C)C)OC1=C(C=C(C=C1)Cl)Cl The molecule is the stereoisomer of N-(2-cyano-3-methylbutan-2-yl)-2-(2,4-dichlorophenoxy)propanamide obtained by formal condensation of the carboxy group of (S)-2-(2,4-dichlorophenoxy)propanoic acid with the amino group of (S)-2-amino-2,3-dimethylbutanenitrile. It is an enantiomer of a (R,R)-fenoxanil.